5-chloro-1H-pyrrolo[2,3-b]pyridine-3-carbonyl azide ClC=1C=C2C(=NC1)NC=C2C(=O)N=[N+]=[N-]